C(C)(C)C1=C(C=C(C=C1)/C=C/C=1N=CSC1)OC (E)-4-(4-isopropyl-3-methoxyphenylvinyl)thiazole